N-(3,5-difluoro-4-((1R,3R)-3-methyl-2-(2,2,2-trifluoroethyl)-7-((trimethylsilyl)ethynyl)-2,3,4,9-tetrahydro-1H-pyrido[3,4-b]indol-1-yl)phenyl)-1-(3-fluoropropyl)azetidin-3-amine FC=1C=C(C=C(C1[C@H]1N([C@@H](CC2=C1NC1=CC(=CC=C21)C#C[Si](C)(C)C)C)CC(F)(F)F)F)NC2CN(C2)CCCF